ClC1=CC(=C(OCC2CC(NC2)=O)C=C1)C1=CC=C2C(=CN=NC2=C1)NCC1=C(C=C(C=C1)OC)OC 4-[[4-CHLORO-2-[4-[(2,4-DIMETHOXYPHENYL)METHYLAMINO]CINNOLIN-7-YL]PHENOXY]METHYL]PYRROLIDIN-2-ONE